((1R,5S,6s)-6-((4-(2-aminopropan-2-yl)-6-(p-tolyl)pyridin-2-yl)oxy)-3-azabicyclo[3.1.0]hexan-3-yl)(2-methyl-8-(trifluoromethyl)imidazo[1,2-a]pyridin-6-yl)methanone NC(C)(C)C1=CC(=NC(=C1)C1=CC=C(C=C1)C)OC1[C@@H]2CN(C[C@H]12)C(=O)C=1C=C(C=2N(C1)C=C(N2)C)C(F)(F)F